C(CC)(=O)O[C@@H]1[C@H](O[C@@H]([C@@H]([C@H]1OC(CC)=O)OC(CC)=O)OC(CC)=O)C(=O)OCC1=CC=CC=C1 benzyl (2S,3S,4S,5R,6R)-3,4,5,6-tetra(propanoyloxy)tetrahydropyran-2-carboxylate